BrC1=CC(=C(S1)C=1SC(=CC1OCCOCCOCCOC)Br)OCCOCCOCCOC 5,5'-dibromo-3,3'-bis(2-(2-(2-methoxyethoxy)ethoxy)ethoxy)-2,2'-bithiophene